5-cyano-N-(3-(furan-3-yl)-1H-indazol-5-yl)quinoline-8-carboxamide C(#N)C1=C2C=CC=NC2=C(C=C1)C(=O)NC=1C=C2C(=NNC2=CC1)C1=COC=C1